SC[C@H](O)[C@@H](O)CS L-dithiothreitol